2-[3-cyano-4-(2-isobutoxy)-phenyl]-4-methylthiazole-5-formic acid C(#N)C=1C=C(C=CC1OC(C)(C)C)C=1SC(=C(N1)C)C(=O)O